S(=O)(=O)=C1SC(C=C1C#N)=S(=O)=O 2,5-disulfonyl-cyanothiophene